C1(CC1)C(C(C(=O)O)C)C1=CC=C2CC[C@@H](OC2=C1)C1CCN(CC1)CC1=C(C=CC(=C1)C#C)OC(F)(F)F 3-cyclopropyl-3-((R)-2-(1-(5-ethynyl-2-(trifluoromethoxy)benzyl)piperidin-4-yl)-chroman-7-yl)-2-methylpropanoic acid